[Hg].O1C(=O)C=CC2=CC=CC=C12 Coumarin mercury